C(C)(C)(C)OC(=O)N1CC(C1)(CC(=O)OCC)N 3-amino-3-(2-ethoxy-2-oxoethyl)azetidine-1-carboxylic acid tert-butyl ester